(2S,3S)-3-((ethylsulfonyl)amino)-2-((3'-fluoro[biphenyl]-3-yl)methyl)pyrrolidine-1-carboxylic acid tert-butyl ester C(C)(C)(C)OC(=O)N1[C@H]([C@H](CC1)NS(=O)(=O)CC)CC=1C=C(C=CC1)C1=CC(=CC=C1)F